cis-8-dimethylamino-1-[(1-methoxy-cyclobutyl)-methyl]-3-[(4-methoxyphenyl)-methyl]-8-phenyl-1,3-diazaspiro[4.5]decan-2-one CN(C1(CCC2(CN(C(N2CC2(CCC2)OC)=O)CC2=CC=C(C=C2)OC)CC1)C1=CC=CC=C1)C